N[C@@H]1CN(CC1)C(=O)C=1SC(=CC1C)C1=CC=C(C=C1)N1CCN(CC1)C(C)C (S)-(3-aminopyrrolidin-1-yl)(5-(4-(4-isopropylpiperazin-1-yl)phenyl)-3-methylthiophen-2-yl)methanone